methyl 2-(bromomethyl)-4-isopropoxybenzoate BrCC1=C(C(=O)OC)C=CC(=C1)OC(C)C